4-(naphthalen-1-yl)piperazine C1(=CC=CC2=CC=CC=C12)N1CCNCC1